(S)-N-(4-fluoro-3-methylphenyl)-1,2,4-trimethyl-5-(2-((3-methyl-1-(methylamino)-1-oxobutan-2-yl)amino)-2-oxoacetyl)-1H-pyrrole-3-carboxamide FC1=C(C=C(C=C1)NC(=O)C1=C(N(C(=C1C)C(C(=O)N[C@H](C(=O)NC)C(C)C)=O)C)C)C